(S)-2-((1-(3,6-dimethyl-2-morpholino-4-oxo-3,4-dihydroquinazolin-8-yl)ethyl)amino)-N-methoxybenzamide CN1C(=NC2=C(C=C(C=C2C1=O)C)[C@H](C)NC1=C(C(=O)NOC)C=CC=C1)N1CCOCC1